2-Iodo-5-(pentafluoro-λ6-sulfanyl)phenol IC1=C(C=C(C=C1)S(F)(F)(F)(F)F)O